(3R,4S)-3-cyclopropyl-4-methyl-1-(6-(4-(morpholin-2-yl)-1H-pyrazol-1-yl)pyrrolo[1,2-b]pyridazin-4-yl)-2-oxopyrrolidine-3-carbonitrile hydrochloride Cl.C1(CC1)[C@]1(C(N(C[C@H]1C)C=1C=2N(N=CC1)C=C(C2)N2N=CC(=C2)C2CNCCO2)=O)C#N